N-[6-(methylthiocarbamoyl)-3-pyridyl]carbamic acid tert-butyl ester C(C)(C)(C)OC(NC=1C=NC(=CC1)C(NC)=S)=O